NC1=NC=CC=C1C1=NC=2C(=NC(=CC2)C2=CC=CC=C2)N1C1=CC=C(CN2CCC(CC2)C(C(=O)O)C)C=C1 2-(1-(4-(2-(2-aminopyridin-3-yl)-5-phenyl-3H-imidazo[4,5-b]pyridin-3-yl)benzyl)piperidin-4-yl)propanoic acid